4-((2-(2-((2-(4-(dimethylamino)phenyl)benzo[d]thiazol-6-yl)oxy)ethoxy)ethyl)amino)-2-(2,6-dioxopiperidin-3-yl)isoindoline-1,3-dione CN(C1=CC=C(C=C1)C=1SC2=C(N1)C=CC(=C2)OCCOCCNC2=C1C(N(C(C1=CC=C2)=O)C2C(NC(CC2)=O)=O)=O)C